tert-butyl (1-(4-iodo-3-methoxypyridin-2-yl)piperidin-4-yl)carbamate IC1=C(C(=NC=C1)N1CCC(CC1)NC(OC(C)(C)C)=O)OC